ClC1=C(C(=C(C=C1OC)OC)Cl)C1=NC(=C2C=C(N=CC2=C1)N[C@@H]1COCC[C@@H]1NC(C=C)=O)N1CC(OC(C1)C)C N-((3S,4S)-3-((7-(2,6-dichloro-3,5-dimethoxyphenyl)-5-(2,6-dimethylmorpholino)-2,6-naphthyridin-3-yl)amino)tetrahydro-2H-pyran-4-yl)acrylamide